(4-Bromoquinolin-2-yl)-1-methylpyrrolidin-2-one BrC1=CC(=NC2=CC=CC=C12)C1C(N(CC1)C)=O